C1(CC1)CC1=CC=C(C=C1)S(=O)(=O)N 4-(cyclopropylmethyl)benzenesulfonamide